N-(2,4-Dimethylpyridin-3-yl)-5-fluoro-4-(3-oxo-5,6,7,8-tetrahydro[1,2,4]triazolo[4,3-a]pyridin-2(3H)-yl)-2-{[(2S)-1,1,1-trifluoropropan-2-yl]oxy}benzamide CC1=NC=CC(=C1NC(C1=C(C=C(C(=C1)F)N1N=C2N(CCCC2)C1=O)O[C@H](C(F)(F)F)C)=O)C